4-((3-(5-fluoropyrimidin-2-yl)-2-methoxyphenyl)amino)-N-methylnicotinamide FC=1C=NC(=NC1)C=1C(=C(C=CC1)NC1=CC=NC=C1C(=O)NC)OC